ClC(OC1=CC=C(C=C1)N1C(C2(C3=C(C=CC=C13)C1=CC=NN1)CCCC2)=O)(F)F N-(4-(chlorodifluoromethoxy)phenyl)-2'-oxo-4'-(1H-pyrazol-5-yl)spiro[cyclopentane-1,3'-indolin]